CC=1C=NN(C1C1CCN(CC1)C1=CC(=NC(=N1)C(F)(F)F)N1C[C@H](C12COC2)N2CCNCC2)C2COC2 (R)-1-(6-(4-(4-methyl-1-(oxetan-3-yl)-1H-pyrazol-5-yl)piperidin-1-yl)-2-(trifluoromethyl)pyrimidin-4-yl)-3-(piperazin-1-yl)-6-oxa-1-azaspiro[3.3]heptane